(R)-N-(5-chloro-6-methoxyisoquinolin-1-yl)-4-(1-methyl-1H-1,2,3-triazol-4-yl)-N-(piperidin-3-yl)benzamide ClC1=C2C=CN=C(C2=CC=C1OC)N(C(C1=CC=C(C=C1)C=1N=NN(C1)C)=O)[C@H]1CNCCC1